bicyclo[1.1.1]Pentan-1-yl-(2-(4-phenyl-1H-imidazol-2-yl)piperidin-1-yl)methanone C12(CC(C1)C2)C(=O)N2C(CCCC2)C=2NC=C(N2)C2=CC=CC=C2